C1(CC1)C(=O)O.C(CCCCCCCCCCC)(=O)N lauric acid amide cyclopropanecarboxylate